(4-(2-(methoxymethyl)phenyl)thiazol-2-yl)-5-(4-(methylsulfonyl)piperazin-1-yl)picolinamide COCC1=C(C=CC=C1)C=1N=C(SC1)C=1C(=NC=C(C1)N1CCN(CC1)S(=O)(=O)C)C(=O)N